CC1(OC2=C(C1)C=CC=C2C(N2C[C@@H](N(C[C@H]2C)C2=CC(N(C=1C=CC(=NC21)C#N)C)=O)C)C2=NC=C(C=C2)F)C 8-((2s,5r)-4-((2,2-dimethyl-2,3-dihydrobenzofuran-7-yl)(5-fluoropyridin-2-yl)methyl)-2,5-dimethylpiperazin-1-yl)-5-methyl-6-oxo-5,6-dihydro-1,5-naphthyridine-2-carbonitrile